tert-butyl 4-(2-[[(tert-butoxy)carbonyl][2-(dimethylamino)ethyl]amino]-6-chloro-7-(tetramethyl-1,3,2-dioxaborolan-2-yl)quinazolin-4-yl)piperazine-1-carboxylate C(C)(C)(C)OC(=O)N(C1=NC2=CC(=C(C=C2C(=N1)N1CCN(CC1)C(=O)OC(C)(C)C)Cl)B1OC(C(O1)(C)C)(C)C)CCN(C)C